(1R,5S,6S)-6-(5-cyclopropyl-1,2,4-oxadiazol-3-yl)-N-{(1R,6S)-2,2-difluoro-6-[4-(propan-2-yl)piperazin-1-yl]cyclohexyl}-3-azabicyclo[3.1.0]hexane-3-carboxamide C1(CC1)C1=NC(=NO1)C1[C@H]2CN(C[C@@H]12)C(=O)N[C@H]1C(CCC[C@@H]1N1CCN(CC1)C(C)C)(F)F